CC1=C(OC=2CC3(C4=CN(N=C4C21)CC2=NC=CC=C2)CC3)C(=O)NCC=3OC=CN3 8'-Methyl-N-(1,3-oxazol-2-ylmethyl)-2'-(pyridin-2-ylmethyl)-2',5'-dihydrospiro[cyclopropan-1,4'-furo[2,3-g]indazol]-7'-carboxamid